(R)-4-(1-(4-fluorophenyl)-1H-indazol-5-yl)-2-methyl-N-propylpiperazine-1-sulfonamide FC1=CC=C(C=C1)N1N=CC2=CC(=CC=C12)N1C[C@H](N(CC1)S(=O)(=O)NCCC)C